(R)-(1-((3-hydroxy-4-methoxyphenethyl)amino)-4,4-dimethyl-1-oxopent-2-yl)carbamic acid tert-butyl ester C(C)(C)(C)OC(N[C@@H](C(=O)NCCC1=CC(=C(C=C1)OC)O)CC(C)(C)C)=O